2,2,3,3,11,11,12,12-octamethyl-1,4,10,13-tetraoxa-7,16-diazacyclooctadecane CC1(OCCNCCOC(C(OCCNCCOC1(C)C)(C)C)(C)C)C